CC=1C=C(CN2CCC(CC2)(O)C=2C(=C3CN(C(C3=CC2F)=O)C2C(NC(CC2)=O)=O)F)C=CC1C 3-(5-(1-(3,4-dimethylbenzyl)-4-hydroxypiperidin-4-yl)-4,6-difluoro-1-oxoisoindolin-2-yl)piperidine-2,6-dione